trimethyl-1,3,5-benzenetricarboxylic acid CC1=C(C(=C(C(=C1C(=O)O)C)C(=O)O)C)C(=O)O